FC(C(=O)O)(F)F.FC=1C(=NC=C(C1)C=O)C1=C2CCN(C2=CC=C1)C=1C=C(C=2N(N1)C(=CN2)C(=O)N[C@H]2[C@H](C2)F)NC 6-(4-(3-Fluoro-5-formylpyridin-2-yl)indolin-1-yl)-N-((1R,2S)-2-fluorocyclopropyl)-8-(methylamino)imidazo[1,2-b]pyridazine-3-carboxamide 2,2,2-trifluoroacetate